(1S,4s)-4-(5-chloro-4-((4-(((1s,4s)-4-hydroxy-4-methylcyclohexyl)oxy)-5-methylpyrimidin-2-yl)amino)-1H-pyrazol-1-yl)-1-(methylimino)hexahydro-1λ6-thiopyran 1-oxide ClC1=C(C=NN1C1CCS(CC1)(=NC)=O)NC1=NC=C(C(=N1)OC1CCC(CC1)(C)O)C